[Br-].COC(=O)C=1C=C(C[P+](C2=CC=CC=C2)(C2=CC=CC=C2)C2=CC=CC=C2)C=CC1 (3-Methoxycarbonylbenzyl)triphenylphosphonium Bromide